N-(4-Chloro-3-cyano-1H-indol-7-yl)-1-[(2S)-2-hydroxypropyl]pyrazol-4-sulfonamid ClC1=C2C(=CNC2=C(C=C1)NS(=O)(=O)C=1C=NN(C1)C[C@H](C)O)C#N